P(=O)(OC1=C(C=CC=C1)OC(C=C)=O)([O-])[O-] acryloyloxyphenyl phosphate